COC=1C=C(C=CC1OC)C(C(C)C)=O 3',4'-dimethoxyisobutyrophenone